6-(6-Ethoxy-4-methyl-2-pyridyl)-N-[(2-oxo-1H-pyridin-3-yl)sulfonyl]-2-(2,4,6-trimethylphenoxy)pyridin-3-carboxamid C(C)OC1=CC(=CC(=N1)C1=CC=C(C(=N1)OC1=C(C=C(C=C1C)C)C)C(=O)NS(=O)(=O)C=1C(NC=CC1)=O)C